3-[(3S)-1-azabicyclo[2.2.2]oct-3-yloxy]-5-(5-ethyl-1,3-thiazol-2-yl)-N-{(1R)-1-[2-(trifluoromethyl)pyrimidin-5-yl]ethyl}benzamide N12C[C@H](C(CC1)CC2)OC=2C=C(C(=O)N[C@H](C)C=1C=NC(=NC1)C(F)(F)F)C=C(C2)C=2SC(=CN2)CC